C(#N)C1=CC=C(C=2N1N=CC2)N2C[C@@H](O[C@@H](C2)C)C(=O)NCC2CNCC2(F)F (2R,6R)-4-(7-Cyanopyrazolo[1,5-a]pyridin-4-yl)-N-[(4,4-difluoropyrrolidin-3-yl)methyl]-6-methyl-morpholine-2-carboxamide